2-((1-(2-(3-fluorophenyl)-3,7-dimethyl-4-oxo-4H-pyrido[1,2-a]pyrimidin-9-yl)ethyl)amino)benzoic acid FC=1C=C(C=CC1)C=1N=C2N(C(C1C)=O)C=C(C=C2C(C)NC2=C(C(=O)O)C=CC=C2)C